ethyl 4-methyl-5-(4-nitrophenyl)-2-((phenoxycarbonyl)amino)thiophene-3-carboxylate CC=1C(=C(SC1C1=CC=C(C=C1)[N+](=O)[O-])NC(=O)OC1=CC=CC=C1)C(=O)OCC